ClC1=NC=C2N(C(N(C2=N1)C1CCC(CC1)(F)F)=O)C 2-chloro-9-(4,4-difluorocyclohexyl)-7-methyl-7,9-dihydro-8H-purin-8-one